(R)-1-phenylethan C1(=CC=CC=C1)CC